FC(C1=NC(=NC(=N1)C(F)(F)F)N1[C@H](C=2NC3=CC=C(C=C3C2CC1)N1N=CC=N1)CC(C)C)(F)F (1S)-2-[4,6-bis(trifluoromethyl)-1,3,5-triazin-2-yl]-1-(2-methylpropyl)-6-(2H-1,2,3-triazol-2-yl)-2,3,4,9-tetrahydro-1H-pyrido[3,4-b]indole